[4-Cyano-2-fluoro-5-(3-oxa-8-azabicyclo[3.2.1]octan-8-yl)phenyl]boronic acid C(#N)C1=CC(=C(C=C1N1C2COCC1CC2)B(O)O)F